(2-chloro-4-(trifluoromethyl)phenyl)((7-(5-(chlorodifluoromethyl)-1,2,4-oxadiazol-3-yl)-2-methylimidazo[1,2-a]pyridin-3-yl)imino)(methyl)-λ6-sulfanone ClC1=C(C=CC(=C1)C(F)(F)F)S(=O)(C)=NC1=C(N=C2N1C=CC(=C2)C2=NOC(=N2)C(F)(F)Cl)C